2,5-dioxopyrrolidin-1-yl 3-(2-(2,5-dioxo-2,5-dihydro-1H-pyrrol-1-yl)ethoxy)propanoate O=C1N(C(C=C1)=O)CCOCCC(=O)ON1C(CCC1=O)=O